[N+](=[N-])=CC(CC[C@H](N)C(=O)O)=O 6-diazo-5-oxo-norleucine